C12(CC3CC(CC(C1)C3)C2)C(C)(C)C2=CN=CC=3N=C(N=C(C32)N)C3=CC=NC=C3 [2-(adamantan-1-yl)prop-2-yl]-2-(pyridin-4-yl)pyrido[3,4-d]pyrimidin-4-amine